(2S,4R)-4-hydroxy-2-({(1S)-1-[4-(4-methyl-1,3-thiazol-5-yl)phenyl]ethyl}carbamoyl)pyrrolidine-1-carboxylic acid tert-butyl ester C(C)(C)(C)OC(=O)N1[C@@H](C[C@H](C1)O)C(N[C@@H](C)C1=CC=C(C=C1)C1=C(N=CS1)C)=O